C(CCCCCCC)C(COC([C@@H](NC(CCCCCCCCCCC)=O)CCC(=O)OCC(CCCCCCCCCC)CCCCCCCC)=O)CCCCCCCCCC N-lauroyl-L-glutamic acid di(2-octyldodecyl) ester